tert-Butyl 3-(aminomethyl)-4-hydroxy-2,5-dimethyl-piperidine-1-carboxylate NCC1C(N(CC(C1O)C)C(=O)OC(C)(C)C)C